2-oxo-2-phenylacetic acid (1R,2S,5R)-2-isopropyl-5-methylcyclohexyl ester C(C)(C)[C@H]1[C@@H](C[C@@H](CC1)C)OC(C(C1=CC=CC=C1)=O)=O